5'-hydroxyspiro[cyclopropane-1,3'-indolin]-2'-one OC=1C=C2C3(C(NC2=CC1)=O)CC3